BrC=1C=CC(=NC1)C1OCCO1 5-bromo-2-(1,3-dioxolan-2-yl)pyridine